ClC1=C2C(=NC=C1C#N)N(C=C2)S(=O)(=O)CC2=CC=CC=C2 4-chloro-1-toluenesulfonyl-1H-pyrrolo[2,3-b]pyridine-5-carbonitrile